COC[C@H]1N(CC1)CCCS(=O)(=O)N1CCC(CC1)NC1=NC=C(C(=N1)C=1C=NN(C1)CC(C)(O)C)C(F)(F)F (S)-1-(4-(2-((1-((3-(2-(Methoxymethyl)azetidin-1-yl)propyl)sulfonyl)piperidin-4-yl)amino)-5-(trifluoromethyl)pyrimidin-4-yl)-1H-pyrazol-1-yl)-2-methylpropan-2-ol